tert-butyl 6-[8-({8-fluoro-2-methylimidazo[1,2-a]pyridin-6-yl}carbamoyl)quinoxalin-5-yl]-3,6-diazabicyclo[3.1.0]hexane-3-carboxylate FC=1C=2N(C=C(C1)NC(=O)C=1C=CC(=C3N=CC=NC13)N1C3CN(CC13)C(=O)OC(C)(C)C)C=C(N2)C